(R)-tert-butyl 3-((7-(8-chloro-7-fluoronaphthalen-1-yl)-2-(((S)-1-methylpyrrolidin-2-yl)methoxy)-5,6,7,8-tetrahydropyrido[3,4-d]pyrimidin-4-yl)(methyl)amino)pyrrolidine-1-carboxylate ClC=1C(=CC=C2C=CC=C(C12)N1CC=2N=C(N=C(C2CC1)N([C@H]1CN(CC1)C(=O)OC(C)(C)C)C)OC[C@H]1N(CCC1)C)F